(S)-(4-(7-chloropyrazolo[1,5-a]pyridin-2-yl)-6,7-dihydro-1H-imidazo[4,5-c]pyridin-5(4H)-yl)(5-(1-methyl-1H-pyrazol-3-yl)-1,3,4-oxadiazol-2-yl)methanone ClC1=CC=CC=2N1N=C(C2)[C@H]2N(CCC1=C2N=CN1)C(=O)C=1OC(=NN1)C1=NN(C=C1)C